(2S,11aR)-2-((8-Chloro-2-oxo-1,2,3,4-tetrahydro-1,6-naphthyridin-7-yl)oxy)-7-fluoro-6-isopropoxy-8-methyl-2,3,11,11a-tetrahydro-1H,5H-benzo[f]pyrrolo[2,1-c][1,4]oxazepin-5-one ClC=1C(=NC=C2CCC(NC12)=O)O[C@H]1C[C@@H]2COC3=C(C(N2C1)=O)C(=C(C(=C3)C)F)OC(C)C